[C@H]12CN(C[C@H](CC1)N2)C=2C1=C(N=C(N2)OCC2(CC2)CN2CCCC2)C(=C(N=C1)C1=C(C(=CC(=N1)N)C)C(F)(F)F)F 6-(4-((1R,5S)-3,8-diazabicyclo[3.2.1]octan-3-yl)-8-fluoro-2-((1-(pyrrolidin-1-ylmethyl)cyclopropyl)methoxy)pyrido[4,3-d]pyrimidin-7-yl)-4-methyl-5-(trifluoromethyl)pyridin-2-amine